(3-(2-((1-Methyl-1H-pyrazol-4-yl)amino)pyrimidin-4-yl)-8-azabicyclo[3.2.1]oct-2-en-8-yl)(3-methyloxetan-3-yl)methanone CN1N=CC(=C1)NC1=NC=CC(=N1)C1=CC2CCC(C1)N2C(=O)C2(COC2)C